(S)-N-(4-(4-(2-methoxy-ethyl)-2-methylpiperazin-1-yl)pyridin-2-yl)-5-(pyridin-4-yl)thiazolo-[5,4-b]pyridin-2-amine COCCN1C[C@@H](N(CC1)C1=CC(=NC=C1)NC=1SC2=NC(=CC=C2N1)C1=CC=NC=C1)C